NCCCCCCCCC(=O)N[C@H](C(=O)N1[C@@H](C[C@H](C1)O)C(=O)NCC1=CC=C(C=C1)C1=C(N=CS1)C)C(C)(C)C (2S,4R)-1-((S)-2-(9-aminononanamido)-3,3-dimethylbutanoyl)-4-hydroxy-N-(4-(4-methylthiazol-5-yl)benzyl)pyrrolidine-2-carboxamide